C(C)OC(=O)N1[C@H]2CC(C[C@@H]1CC2)N2CCC1(CC(NC1)=O)CC2.C(C2=CC=CC=C2)(C2=CC=CC=C2)(C2=CC=CC=C2)SCC(=O)N 2-(tritylthio)acetamide ethyl-(1R,3s,5S)-3-(3-oxo-2,8-diazaspiro[4.5]decan-8-yl)-8-azabicyclo[3.2.1]octane-8-carboxylate